ethyl 3,5-dibromo-1H-pyrazole-4-carboxylate BrC1=NNC(=C1C(=O)OCC)Br